C(C1=CC=CC=C1)C(CC1=CC=CC=C1)=NO dibenzylketone oxime